ClC=1C(=CC2=C([N+](=C(N=[N+]2[O-])NCCC(OC2=CN(CC2)CC(F)(F)F)=O)[O-])C1)F 6-chloro-7-fluoro-3-((3-oxo-3-((1-(2,2,2-trifluoroethyl)pyrrolin-3-yl)oxy)propyl)amino)benzo[e][1,2,4]triazine-1,4-dioxide